Allyl-(3-bromophenyl)carbamic acid tert-butyl ester C(C)(C)(C)OC(N(C1=CC(=CC=C1)Br)CC=C)=O